phosphazepine P1N=CC=CC=C1